NCCC[Si](OCC)(OCC)OCC gamma-amino-propyl-triethoxysilane